COC(=O)C1=CC=C(C=C1)C1=CCCN(C1)C(=O)OC(C)(C)C tert-butyl 5-(4-(methoxycarbonyl) phenyl)-3,6-dihydropyridine-1(2H)-carboxylate